N1C(C=CC2=CN=C3C(=C12)C=CC=C3)=O benzo[h]1,6-naphthyridin-2-one